O1C(=NC=C1)C1=CC=CC=C1C(=O)O 6-oxazol-2-yl-benzoic acid